CC1=C(N=C2N1C=C(C=C2)OC2=C(C=C(C=N2)C(=O)O)OCC(F)(F)F)C(NC2(CCS(CC2)(=O)=O)C)=O 6-[3-methyl-2-[(4-methyl-1,1-dioxo-thian-4-yl)carbamoyl]imidazo[1,2-a]pyridine-6-yl]oxy-5-(2,2,2-trifluoroethoxy)pyridine-3-carboxylic acid